BrC1=CC=C(CSC[C@H](N)C(=O)O)C=C1 S-(4-bromobenzyl)cysteine